C1(=CC=C(C=C1)C(=O)O)C 4-Toluic acid